2-(methylthio)-4-(n-butylstannyl)pyrimidine CSC1=NC=CC(=N1)[SnH2]CCCC